N-(2-nitrophenyl)azepan-3-amine [N+](=O)([O-])C1=C(C=CC=C1)NC1CNCCCC1